C1(CC1)C1=C(NC2=CC(=CC=C12)C=1C=NC(=CC1)N1CC2(C1)CN(C2)S(=O)(=O)C)C2=CC(=NC(=C2)C)C 3-cyclopropyl-2-(2,6-dimethylpyridin-4-yl)-6-(6-(6-(methylsulfonyl)-2,6-diazaspiro[3.3]heptan-2-yl)pyridin-3-yl)-1H-indole